ethyl 2-(3-chloro-2-pyridinyl)-5-methoxy-pyrazole-3-carboxylate ClC=1C(=NC=CC1)N1N=C(C=C1C(=O)OCC)OC